5-methyl-hex-5-en-1-ol CC(CCCCO)=C